9-isopropyl-N-(1-(methylsulfonyl)piperidin-4-yl)isoxazolo[5,4-h]quinazolin-2-amine C(C)(C)C1=NOC2=CC=C3C=NC(=NC3=C21)NC2CCN(CC2)S(=O)(=O)C